7-hydroxy-5-methyl-4-phenyl-2H-chromen-2-one OC1=CC(=C2C(=CC(OC2=C1)=O)C1=CC=CC=C1)C